5-methoxy-2-Thiouracil COC=1C(NC(NC1)=S)=O